(2S,4S)-1-tert-butyl 2-methyl 4-(6-chloro-3,4-dihydroquinolin-1(2H)-yl)-2-methylpyrrolidine-1,2-dicarboxylate ClC=1C=C2CCCN(C2=CC1)[C@H]1C[C@](N(C1)C(=O)OC(C)(C)C)(C(=O)OC)C